tin butyltin oxide C(CCC)[Sn]=O.[Sn]